2-benzyl-4-chloro-N-(8-fluoro-3-quinolinyl)-2-methyl-pent-4-enamide C(C1=CC=CC=C1)C(C(=O)NC=1C=NC2=C(C=CC=C2C1)F)(CC(=C)Cl)C